CN1[C@H]2[C@@](CCC1)(CCC2)COC=2N=C(C1=C(N2)C(=C(N=C1OC)C1=CC(=CC2=CC=C(C(=C12)CC)F)O)F)N1CCOCCC1 4-(2-{[(4aS,7aR)-1-methyl-octahydro-1H-cyclopenta[b]pyridin-4a-yl]methoxy}-8-fluoro-5-methoxy-4-(1,4-oxazepan-4-yl)pyrido[4,3-d]pyrimidin-7-yl)-5-ethyl-6-fluoronaphthalen-2-ol